NC=1NC2=CC=C(C=C2C1C#N)F 2-amino-5-fluoro-1H-indole-3-carbonitrile